N-(2-(4-(4-acetylpiperazine-1-yl)piperidine-1-yl)-5-((6-((R)-3-(4-chloro-3-fluorophenyl)isoxazolidine-2-yl)pyrimidine-4-yl)amino)-4-methoxyphenyl)acrylamide C(C)(=O)N1CCN(CC1)C1CCN(CC1)C1=C(C=C(C(=C1)OC)NC1=NC=NC(=C1)N1OCC[C@@H]1C1=CC(=C(C=C1)Cl)F)NC(C=C)=O